7-carbamoyl-2-methyl-8-(naphthalen-1-ylmethyl)-6-oxo-9-(3-(trifluoromethyl)phenyl)-3,4-dihydro-2H,6H-pyrido[1,2-e][1,2,5]thiadiazine-4-carboxylic acid 1,1-dioxide C(N)(=O)C1=C(C(=C2N(C(CN(S2(=O)=O)C)C(=O)O)C1=O)C1=CC(=CC=C1)C(F)(F)F)CC1=CC=CC2=CC=CC=C12